C(C)(C)(C)OC(=O)N1CC(=CCC1)C=1C=C2C=CN(C2=CC1)C(C)CO[Si](C)(C)C(C)(C)C 3-(1-((tert-Butyldimethylsilanyloxy)propan-2-yl)-1H-indol-5-yl)-5,6-dihydropyridine-1(2H)-carboxylic acid tert-butyl ester